N-(4-(5-cyanopyridin-3-yl)phenyl)-2-(2-(cyclopropanesulfonamido)-5-methylthiazol-4-yl)-2-methylpropanamide C(#N)C=1C=C(C=NC1)C1=CC=C(C=C1)NC(C(C)(C)C=1N=C(SC1C)NS(=O)(=O)C1CC1)=O